C(C)(C)(C)OC(=O)N1CC2CN(CC2C1)C(C1=C(C=CC=C1C1=NC=CC=N1)F)=O (3R,6S)-5-(2-Fluoro-6-(pyrimidin-2-yl)benzoyl)hexahydropyrrolo[3,4-c]pyrrole-2(1H)-carboxylic acid tert-butyl ester